N-[6-amino-5-(oxetan-3-yl)-3-pyridyl]-2-oxo-2-[(2R,5S)-5-methyl-2-[2-[(4R)-1,2,2-trimethyl-4-piperidyl]-2,3-dihydro-1,3-benzothiazol-5-yl]-1-piperidyl]acetamide NC1=C(C=C(C=N1)NC(C(N1[C@H](CC[C@@H](C1)C)C=1C=CC2=C(NC(S2)[C@H]2CC(N(CC2)C)(C)C)C1)=O)=O)C1COC1